ClC1=C(C=CC(=C1)Cl)C1=CC(=C(C=C1)C(=O)OC1CN(CC1)C)NC(=O)C1=C(C=C(C(=C1)C(=O)O)O)C(=O)O 2-[(2',4'-dichloro-4-{[(1-methylpyrrolidin-3-yl)oxy]carbonyl}-[1,1'-biphenyl]-3-yl)carbamoyl]-5-hydroxybenzene-1,4-dicarboxylic acid